(2R,3R,4S,5R,6R)-4-(4-(2,3-difluoro-4-methylphenyl)-1H-1,2,3-triazol-1-yl)-6-((5-((RS)-1-hydroxy-1-phenylethyl)isoxazol-3-yl)methyl)-2-(hydroxymethyl)-5-methoxytetrahydro-2H-pyran-3-ol FC1=C(C=CC(=C1F)C)C=1N=NN(C1)[C@H]1[C@H]([C@H](O[C@@H]([C@@H]1OC)CC1=NOC(=C1)[C@@](C)(C1=CC=CC=C1)O)CO)O |&1:28|